2-(4-(2-(6-methylpyridin-2-yl)-6,7-dihydro-5H-pyrrolo[1,2-a]imidazol-3-yl)pyridin-2-yl)-5-(methylsulfonyl)-4,5,6,7-tetrahydro-3H-imidazolo[4,5-c]pyridine CC1=CC=CC(=N1)C=1N=C2N(C1C1=CC(=NC=C1)C1=NC3=C(CN(CC3)S(=O)(=O)C)N1)CCC2